S1SC(CC1)CCCCC(C=C)=O 7-(1,2-dithiolane-3-yl)-1-hepten-3-one